Methyl 5-({[1-(4-chloro-2-fluorophenyl) cyclopropyl] carbonyl} amino)-2-[6-(1,1-difluoropropyl) pyridin-3-yl]benzoate ClC1=CC(=C(C=C1)C1(CC1)C(=O)NC=1C=CC(=C(C(=O)OC)C1)C=1C=NC(=CC1)C(CC)(F)F)F